CC(C(=O)OCC)(C(C(C)C)O)C ethyl 2,2,4-trimethyl-3-hydroxypentanoate